FC1=C(C=CC(=C1)F)COC1=NN(C=C1)C(=O)OC(C)(C)C tert-butyl 3-[(2,4-difluorophenyl)methoxy]pyrazole-1-carboxylate